NC1=CNC=C1C(=O)O 3-AMINO-4-PYRROLECARBOXYLIC ACID